CCCCCCCCCCCCCCCCCCOCC(COP(=O)([O-])OCC[N+](C)(C)C)O The molecule is a 1-alkylglycero-3-phosphocholine in which the alkyl group is specified as octadecyl. It has a role as a human metabolite.